methyl 4-benzyl-1-((4-methylphenyl) carbamoyl)-1,2,3,4-tetrahydroquinoxaline-6-carboxylate C(C1=CC=CC=C1)N1CCN(C2=CC=C(C=C12)C(=O)OC)C(NC1=CC=C(C=C1)C)=O